[4-[2-[(2S,3R)-3-aminotetrahydrofuran-2-yl]-3H-imidazo[4,5-b]pyridin-7-yl]-1-piperidyl]-[2-amino-4-(trifluoromethoxy)phenyl]methanone N[C@H]1[C@H](OCC1)C1=NC=2C(=NC=CC2C2CCN(CC2)C(=O)C2=C(C=C(C=C2)OC(F)(F)F)N)N1